methyl (S)-3-aminobutyrate hydrochloride Cl.N[C@H](CC(=O)OC)C